2,2-dimethyl-1-(3-methyl-3-(cyclohexylmethyl)-5-bromoindolin-1-yl)-1-propanone CC(C(=O)N1CC(C2=CC(=CC=C12)Br)(CC1CCCCC1)C)(C)C